N-(3-carbamoyl-phenyl)-6-chloro-2-(4,4-difluoroazepan-1-yl)pyridine-3-carboxamide C(N)(=O)C=1C=C(C=CC1)NC(=O)C=1C(=NC(=CC1)Cl)N1CCC(CCC1)(F)F